ClC=1N=C(SC1Cl)[N+](=O)[O-] 4,5-dichloro-2-nitrothiazole